[Se].[Ta].[Ni] nickel tantalum selenium